C(C)(C)N1N=C(C=C1)C1=C(C2=C(N=C(N=C2OCCOC)C=2N(C=CN2)C)S1)C 6-(1-Isopropyl-1H-pyrazol-3-yl)-4-(2-methoxyethoxy)-5-methyl-2-(1-methyl-1H-imidazol-2-yl)thieno[2,3-d]pyrimidine